3-aminothiolane hydrochloride Cl.NC1CSCC1